FC1=C(C(=CC=C1)[N+](=O)[O-])F 1,2-difluoro-3-nitrobenzene